FC=1C=C2C=CC=NC2=C(C1)B(O)O (6-fluoroquinolin-8-yl)boronic acid